(2S,3R,5S)-5-((benzoyloxy)methyl)tetrahydrofuran-2,3-diyl diacetate C(C)(=O)O[C@@H]1O[C@@H](C[C@H]1OC(C)=O)COC(C1=CC=CC=C1)=O